3-(benzyloxy)-1-(2-nitro-1-phenylethyl)cyclobutane-1-carbaldehyde C(C1=CC=CC=C1)OC1CC(C1)(C=O)C(C[N+](=O)[O-])C1=CC=CC=C1